NC1=CC=CC(=N1)S(=O)(=O)NC(=O)C=1C(=NC(=CC1)C(C)(C)C)C1=CCCC1 N-[(6-Amino-2-pyridyl)sulfonyl]-6-tert-butyl-2-(cyclopenten-1-yl)pyridin-3-carboxamid